2-hydroxy-3-(trifluoromethyl)-6,8-dihydro-5H-1,7-naphthyridine-7-carboxylic acid tert-butyl ester C(C)(C)(C)OC(=O)N1CCC=2C=C(C(=NC2C1)O)C(F)(F)F